6-FLUORO-4-(2-(METHYLSULFONAMIDOMETHYL)MORPHOLINO)QUINAZOLINE-7-CARBOXAMIDE FC=1C=C2C(=NC=NC2=CC1C(=O)N)N1CC(OCC1)CNS(=O)(=O)C